BrC1=CC=C(C(=N1)NC(=O)[C@H]1NC[C@@H](C1)F)Cl (2S,4R)-N-(6-bromo-3-chloropyridin-2-yl)-4-fluoropyrrolidine-2-carboxamide